5-(Difluoromethoxy)-2-(4-{[(3R)-1-methylpiperidin-3-yl]amino}-7,8-dihydro-5H-pyrano[3,4-d]pyridazine-1-yl)phenol FC(OC=1C=CC(=C(C1)O)C1=C2C(=C(N=N1)N[C@H]1CN(CCC1)C)COCC2)F